ClC1=NC(=CC(=C1)[C@H]1CN([C@H](CO1)C)C(=O)OC(C)(C)C)Cl tert-butyl (2S,5S)-2-(2,6-dichloropyridin-4-yl)-5-methylmorpholine-4-carboxylate